5-fluoro-N-(2-fluoro-6-methylphenyl)-4-{3-[(1S)-1-hydroxyethyl]-4-methyl-5-oxo-4,5-dihydro-1H-1,2,4-triazol-1-yl}-2-{[(2S)-1,1,1-trifluoropropan-2-yl]oxy}benzamide FC=1C(=CC(=C(C(=O)NC2=C(C=CC=C2C)F)C1)O[C@H](C(F)(F)F)C)N1N=C(N(C1=O)C)[C@H](C)O